1-Amino-5-(1H-1,2,3-triazol-1-yl)phenol NC1(CC=CC(=C1)N1N=NC=C1)O